FC=1C(=C(C=CC1F)C(=O)N1CC(C1)(O)CNCCCOCC)NC1=C(C=C(C=C1)I)F 1-({3,4-difluoro-2-[(2-fluoro-4-iodophenyl)amino]Phenyl}carbonyl)-3-({[3-(ethyloxy)propyl]Amino}methyl)azetidin-3-ol